COC1=CC=C(CC2=CN(C=C2)C=2C=C(N=NC2C)C=2C(NC(NC2)=O)=O)C=C1 5-(5-(3-(4-methoxybenzyl)-1H-pyrrol-1-yl)-6-methylpyridazin-3-yl)pyrimidine-2,4(1H,3H)-dione